NC1=NC2=CC(=CC=C2C=C1Br)C[C@@H]1OC[C@]2([C@@H]1O[C@H](C2O)N2C=CC1=C2N=CN=C1C)O (2R,3aS,6S,6aR)-6-((2-amino-3-bromoquinolin-7-yl)methyl)-2-(4-methyl-7H-pyrrolo[2,3-d]pyrimidin-7-yl)tetrahydrofurano[3,4-b]furan-3,3a(4H)-diol